COC(C1=C(N=C(C=C1)N1C=NC2=C1C=C(C(=C2)OC)OC)N2CCCCC2)=O 6-(5,6-dimethoxy-1H-benzo[d]imidazol-1-yl)-2-(piperidin-1-yl)nicotinic acid methyl ester